2-(2-chlorophenyl)-N-(3-(methylsulfonyl)-5-(4,4,5,5-tetramethyl-1,3,2-dioxaborolan-2-yl)phenyl)acetamide ClC1=C(C=CC=C1)CC(=O)NC1=CC(=CC(=C1)B1OC(C(O1)(C)C)(C)C)S(=O)(=O)C